(S)-2-((4-(6-((4-acetyl-2-(trifluoromethyl)benzyl)oxy)pyridine-2-yl)piperidin-1-yl)methyl)-1-(oxetan-2-ylmethyl)-1H-benzo[d]imidazole-6-carboxylic acid methyl ester COC(=O)C=1C=CC2=C(N(C(=N2)CN2CCC(CC2)C2=NC(=CC=C2)OCC2=C(C=C(C=C2)C(C)=O)C(F)(F)F)C[C@H]2OCC2)C1